BrC1C(NC(N=C1)=O)=O 5-bromopyrimidine-2,4(3H,5H)-dione